Carboxyl-Amin C(=O)(O)N